NCC(O)C=1C=C(C(=CC1)O)O 4-(2-amino-1-hydroxyethyl)benzene-1,2-diol